7-(3,4-dichloro-5-fluoro-1H-indole-2-carbonyl)tetrahydroimidazo[1,5-a]pyrazine-1,3(2H,5H)-dione ClC1=C(NC2=CC=C(C(=C12)Cl)F)C(=O)N1CC2N(CC1)C(NC2=O)=O